hexadecyl-3-methylimidazole chloride salt [Cl-].C(CCCCCCCCCCCCCCC)C1=NC=CN1C